3-ethyl-N-Vinyl-2-pyrrolidone C(C)C1C(N(CC1)C=C)=O